(2R)-2-[3-(propan-2-yl)phenoxy]propanehydrazide CC(C)C=1C=C(O[C@@H](C(=O)NN)C)C=CC1